C(C)(C)C=1C=2N(N=CC1C(=O)N)C=CN2 8-isopropylimidazo[1,2-b]Pyridazine-7-carboxamide